2-benzyl-8-(cyclohexylmethyl)-2,8-diazaspiro[4.5]decane-4-carboxylic acid C(C1=CC=CC=C1)N1CC2(C(C1)C(=O)O)CCN(CC2)CC2CCCCC2